ethyl 4-(isoxazol-3-yl)-2-(methoxy (methyl) amino)-4-oxobut-2-enoate O1N=C(C=C1)C(C=C(C(=O)OCC)N(C)OC)=O